4-(2-(1H-1,2,4-triazol-1-yl)ethyl)-N-(4-((3,5-bis(trifluoromethyl)benzyl)oxy)phenyl)piperazine-1-carboxamide N1(N=CN=C1)CCN1CCN(CC1)C(=O)NC1=CC=C(C=C1)OCC1=CC(=CC(=C1)C(F)(F)F)C(F)(F)F